3,6-dibromo-1,10-phenanthroline BrC=1C=NC2=C3N=CC=CC3=C(C=C2C1)Br